5-((3-(difluoromethyl)pyrazin-2-yl)methyl)-3-methyl-7-(piperidin-4-yl)pyrido[2,3-b]pyrazin-6(5H)-one FC(C=1C(=NC=CN1)CN1C(C(=CC=2C1=NC(=CN2)C)C2CCNCC2)=O)F